4-(4-((6-chloro-3-oxobenzofuran-2(3H)-ylidene)methyl)-2-methoxyphenoxy)-3-(trifluoromethyl)benzonitrile ClC1=CC2=C(C(C(O2)=CC2=CC(=C(OC3=C(C=C(C#N)C=C3)C(F)(F)F)C=C2)OC)=O)C=C1